5-chloro-2-methyl-pyridine-3-yl 3-[4-(2-aminothiazol-4-yl)-1H-1,2,3-triazol-1-yl]-3-deoxy-2-O-ethyl-1-thio-α-D-galactopyranoside NC=1SC=C(N1)C=1N=NN(C1)[C@@H]1[C@H]([C@@H](SC=2C(=NC=C(C2)Cl)C)O[C@@H]([C@@H]1O)CO)OCC